mono(diphenylphosphinoyloxy)bisphenol a C1(=CC=CC=C1)P(=O)(OC1=C(O)C=CC(=C1)C(C)(C)C1=CC=C(C=C1)O)C1=CC=CC=C1